(3S)-N-[4-(3-cyanophenyl)-5-(2,6-dimethyl-4-pyridyl)thiazol-2-yl]-3-methyl-5-oxo-piperazine-1-carboxamide C(#N)C=1C=C(C=CC1)C=1N=C(SC1C1=CC(=NC(=C1)C)C)NC(=O)N1C[C@@H](NC(C1)=O)C